FC(C1=NC=CC(=C1)C1=NOC(=N1)[C@H](C)NC(OC(C)(C)C)=O)(F)F tert-butyl (S)-(1-(3-(2-(trifluoromethyl)pyridin-4-yl)-1,2,4-oxadiazol-5-yl)ethyl)carbamate